COC1=CC=C(C=C1)N(C1=CC=C(C=O)C=C1)C1=CC=C(C=C1)OC 4-(bis(4-methoxyphenyl)amino)benzaldehyde